GERMANIUM (german) [GeH4].[Ge]